11-((3-((1r,4r)-4-(4-chlorophenyl)cyclohexyl)-1,4-dioxo-1,4-dihydronaphthalen-2-yl)oxy)undecanoic acid ClC1=CC=C(C=C1)C1CCC(CC1)C1=C(C(C2=CC=CC=C2C1=O)=O)OCCCCCCCCCCC(=O)O